3-methyl-2-(((S)-N-methyl-1-tritylaziridine-2-carboxamido)methyl)butanoate CC(C(C(=O)[O-])CN(C(=O)C1[N@](C1)C(C1=CC=CC=C1)(C1=CC=CC=C1)C1=CC=CC=C1)C)C